(R)-1'-(5-Amino-1-(2-(trifluoromethoxy)phenyl)-1H-pyrazole-4-carbonyl)-6-chloro-5-fluorospiro[benzo[d][1,3]oxazine-4,3'-piperidin]-2(1H)-one NC1=C(C=NN1C1=C(C=CC=C1)OC(F)(F)F)C(=O)N1C[C@@]2(CCC1)C1=C(NC(O2)=O)C=CC(=C1F)Cl